tert-butyl 2-[4-[3-[6-[2-cyano-3-[[ethyl(methyl)sulfamoyl]amino]-6-fluoro-phenoxy]-4-oxo-quinazolin-3-yl]propyl]-1-piperidyl]acetate C(#N)C1=C(OC=2C=C3C(N(C=NC3=CC2)CCCC2CCN(CC2)CC(=O)OC(C)(C)C)=O)C(=CC=C1NS(N(C)CC)(=O)=O)F